NCC=1C=CC(=NC1)C1=CC2=C(N=C3N2[C@H]2C4=C(C(N([C@@H]3C2)C([2H])([2H])[2H])=O)C=CC=C4C#C[Si](C(C)C)(C(C)C)C(C)C)C=C1 (7R,14R)-11-(5-(aminomethyl)pyridin-2-yl)-6-(methyl-d3)-1-((triisopropylsilyl)ethynyl)-6,7-dihydro-7,14-methanobenzo[f]benzo[4,5]imidazo[1,2-a][1,4]diazocin-5(14H)-one